FC=1C=C(C(=O)NCC2=C(C=CC3=C2N(C=N3)C)F)C=C(C1OC)F 3,5-difluoro-N-((6-fluoro-1-methyl-1H-benzimidazol-7-yl)methyl)-4-methoxybenzamide